2-(2-((7-(3-(aminomethyl)phenyl)benzofuran-5-yl)methoxy)-4-(1-hydroxyethyl)phenyl)acetic acid NCC=1C=C(C=CC1)C1=CC(=CC=2C=COC21)COC2=C(C=CC(=C2)C(C)O)CC(=O)O